N=1N=CN2C1COCC2 5,6-dihydro-8H-[1,2,4]triazolo[3,4-c][1,4]oxazine